CN1C(C2(C3=C4C(=NC=C31)N(C=C4)S(=O)(=O)C4=CC=CC=C4)CCC2)=O 6'-methyl-3'-(phenylsulfonyl)-3',6'-dihydro-7'H-spiro[cyclobutane-1,8'-dipyrrolo[2,3-b:3',2'-d]pyridin]-7'-one